benzopyran-6-yl 4-chloro-4-oxobutanoate ClC(CCC(=O)OC=1C=CC2=C(C=CCO2)C1)=O